NC1=C(C(=NN1C(C)C)C1=CC=C(C=C1)CC(=O)NC=1SC(=CN1)CC1=C(C(=CC=C1)Cl)Cl)C(=O)N 5-Amino-3-(4-(2-((5-(2,3-dichlorobenzyl)thiazol-2-yl)amino)-2-oxoethyl)phenyl)-1-isopropyl-1H-pyrazole-4-carboxamide